NC1=CC=C(C=2C=CC=C(C12)S(=O)(=O)O)S(=O)(=O)O 8-amino-1,5-naphthalenedisulfonic acid